CC1=CC=2N(C=C1)C=C(N2)C(=O)NNC(N)=S 2-(7-methylimidazo[1,2-a]pyridine-2-carbonyl)hydrazine-1-carbothioamide